C(C1=CC=CC=C1)=NNC=1C2=C(N=C(N1)N1CCOCC1)C(=CS2)C=2C=NN(C2)C 4-(4-(2-benzylidenehydrazinyl)-7-(1-methyl-1H-pyrazol-4-yl)thieno[3,2-d]pyrimidin-2-yl)morpholine